4-(1H-pyrazol-4-yl)pyridin N1N=CC(=C1)C1=CC=NC=C1